3-(chloromethyl)methyloxetane ClCC1C(OC1)C